1-((2-(1-(4,4-difluorocyclohexyl)-3-(1-(ethyl-d5)-1H-pyrazol-5-yl)-3-oxopropyl)benzo[d]oxazol-5-yl)methyl)-4-(trifluoro-methyl)imidazolidin-2-one FC1(CCC(CC1)C(CC(=O)C1=CC=NN1C(C([2H])([2H])[2H])([2H])[2H])C=1OC2=C(N1)C=C(C=C2)CN2C(NC(C2)C(F)(F)F)=O)F